CN(CCC=1C(N(C=CC1)C(C(=O)N[C@@H](CC(=O)O)C=1C=C(C=CC1)C1=C(C=CC=C1C)C)CC(C)C)=O)C (3S)-3-(2-(3-(2-(dimethylamino)ethyl)-2-oxopyridin-1(2H)-yl)-4-methylpentanamido)-3-(2',6'-dimethylbiphenyl-3-yl)propanoic acid